C(C)(C)(C)C=1SC(=C(N1)C=1C(=C(C=CC1)NS(=O)(=O)C1=C(C=CC=C1F)F)F)C1=NC(=NC=C1)NC1=CC=C(C=C1)C(\C=C\N(C)C)=O (E)-N-(3-(2-(tert-butyl)-5-(2-((4-(3-(dimethylamino)acryloyl)phenyl)amino)-pyrimidin-4-yl)thiazol-4-yl)-2-fluorophenyl)-2,6-difluorobenzenesulfonamide